C(C)(C)(C)OC(=O)N1CCC2(CC(CO2)N2CC3(CCOC3)CC2)CC1.Cl.C1OCCC12CN(CC2)C2COC1(C2)CCNCC1 3-(2-oxa-7-azaspiro[4.4]nonan-7-yl)-1-oxa-8-azaspiro[4.5]decane hydrochloride tert-Butyl-3-(2-oxa-7-azaspiro[4.4]nonan-7-yl)-1-oxa-8-azaspiro[4.5]decane-8-carboxylate